ClC=1C=CC2=C([C@@H](C[C@@H](O2)C(=O)NC23CC(C2)(C3)N3N=NC(=C3)[C@H]3C[C@@H](CC3)OC(F)(F)F)O)C1 |&1:23,25| (2R,4R)-6-chloro-4-hydroxy-N-(3-{4-[(1RS,3RS)-3-(trifluoromethoxy)cyclopentyl]-1H-1,2,3-triazol-1-yl}bicyclo[1.1.1]pentan-1-yl)-3,4-dihydro-2H-1-benzopyran-2-carboxamide